7-bromo-4-iodo-1,3-benzothiazole BrC1=CC=C(C=2N=CSC21)I